C(C)C1=CC=C(C=C1)C1=CC=C(C=C1)C(=O)NCC(NCC1=CC=CC=C1)=O 4'-ethyl-N-{2-oxo-2-[(phenylmethyl)amino]ethyl}biphenyl-4-carboxamide